7-bromo-6-(bromomethyl)-2-chloro-4-(4-fluorophenyl)-3-isopropyl-quinoline BrC1=C(C=C2C(=C(C(=NC2=C1)Cl)C(C)C)C1=CC=C(C=C1)F)CBr